N1N=CC=C1C1=C(C#N)C=CC=C1C=CCCOC1OCCCC1 (1H-pyrazol-5-yl)-3-(4-((tetrahydro-2H-pyran-2-yl)oxy)but-1-en-1-yl)benzonitrile